sodium benzophenone C(C1=CC=CC=C1)(=O)C1=CC=CC=C1.[Na]